5-(2-fluoro-6-hydroxy-4-(((5-isopropylpyridin-2-yl)amino)methyl)phenyl)-1,2,5-thiadiazolidin-3-one 1,1-dioxide FC1=C(C(=CC(=C1)CNC1=NC=C(C=C1)C(C)C)O)N1CC(NS1(=O)=O)=O